tributyl-(5-cyclopropylpyrazin-2-yl)stannane C(CCC)[Sn](C1=NC=C(N=C1)C1CC1)(CCCC)CCCC